C(C)OC([C@@H](CN1N=CN=C1C)O)=O (2R)-2-hydroxy-3-(5-methyl-1H-1,2,4-triazol-1-yl)propionic acid ethyl ester